SCCC[SiH](OC)OC γ-mercaptopropyl-dimethoxysilane